5-(5-bromofuran-2-yl)-2-methyl-[1,2,4]triazolo[1,5-c]pyrimidin BrC1=CC=C(O1)C1=NC=CC=2N1N=C(N2)C